C[C@@]12C[C@H](N([C@H]2C1)C(=O)OC(C)(C)C)C(=O)OCC 2-(tert-butyl) 3-ethyl (1S,3S,5S)-5-methyl-2-azabicyclo[3.1.0]hexane-2,3-dicarboxylate